S(C#N)C1=CNC2=CC=C(C=C12)C(=O)O 3-Thiocyano-1H-indole-5-carboxylic acid